C(C)OC(=O)C=1C(=C(N2C=CC=C2C1)C(C)C1=CC=CC=C1)C 6-methyl-5-(1-phenylethyl)indolizine-7-carboxylic acid ethyl ester